N1=CNC(C2=C1C=NC=C2)=O Pyrido[3,4-d]pyrimidin-4-on